(R)-4-methyl-8-(1-methylpiperidin-3-yl)-3-(4-(trifluoromethyl)phenyl)-5,6,7,8-tetrahydropyrido[2,3-c]pyridazine CC=1C2=C(N=NC1C1=CC=C(C=C1)C(F)(F)F)N(CCC2)[C@H]2CN(CCC2)C